2-[2-hydroxy-3-(2-acryloyloxyethyl)-5-methylphenyl]-benzotriazole OC1=C(C=C(C=C1CCOC(C=C)=O)C)N1N=C2C(=N1)C=CC=C2